CCCCCC/C=C/CCCCCCCCCC(=O)OC[C@H](COP(=O)([O-])OCC[N+](C)(C)C)OC(=O)CCCCCCCCC/C=C/CCCCCC 1,2-di-(11E-octadecenoyl)-sn-glycero-3-phosphocholine